ClC1=CC(=C(C=C1C#N)NS(=O)(=O)C=1C=C(C(=O)OC)C=CC1O)N1[C@@H](CCCC1)COCCO methyl (S)-3-(N-(4-chloro-5-cyano-2-(2-((2-hydroxyethoxy)methyl)piperidin-1-yl)phenyl)sulfamoyl)-4-hydroxybenzoate